2-methyl-4-[(1R)-2,2,3-trimethyl-3-cyclopenten-1-yl]-4-penten-1-ol CC(CO)CC(=C)[C@@H]1C(C(=CC1)C)(C)C